2-heptyl-3-(2-aminopropyl)-imidazoline C(CCCCCC)C1NCCN1CC(C)N